NC1=NC=C(C(=N1)OC1CCC1)C(=O)NC=1C(N(C=CC1)C1CC1)=O 2-amino-4-(cyclobutoxy)-N-(1-cyclopropyl-2-oxo-3-pyridyl)pyrimidine-5-carboxamide